(R)-4-(4-amino-2-methylpyridin-3-yl)-2-fluoro-N-(8-methylisoquinolin-1-yl)-N-(piperidin-3-yl)benzamide NC1=C(C(=NC=C1)C)C1=CC(=C(C(=O)N([C@H]2CNCCC2)C2=NC=CC3=CC=CC(=C23)C)C=C1)F